(6-(2-isopropoxyethoxy)pyridin-3-yl)acrylamide C(C)(C)OCCOC1=CC=C(C=N1)C(C(=O)N)=C